1,4,10,13-tetraoxa-7,16-diazaoctadecane-7-carboxylic acid tert-butyl ester C(C)(C)(C)OC(=O)N(CCOCCO)CCOCCOCCNCC